(R)-hydroxybutyric acid CC[C@H](C(=O)O)O